perfluorooctyl-sulfonyl-ammonium F[N+](S(=O)(=O)C(C(C(C(C(C(C(C(F)(F)F)(F)F)(F)F)(F)F)(F)F)(F)F)(F)F)(F)F)(F)F